1-isocyano-4-(trifluoromethoxy)benzene [N+](#[C-])C1=CC=C(C=C1)OC(F)(F)F